tetracosa-6,9,12,15,18,21-hexaen-1-ol C(CCCCC=CCC=CCC=CCC=CCC=CCC=CCC)O